N-(5-chloro-6-(2H-1,2,3-triazol-2-yl)pyridin-3-yl)-1-(2-(1-methoxyethyl)phenyl)-5-(trifluoromethyl)-1H-pyrazole-4-carboxamide ClC=1C=C(C=NC1N1N=CC=N1)NC(=O)C=1C=NN(C1C(F)(F)F)C1=C(C=CC=C1)C(C)OC